5-(1-((5-(3-ethylureido)isoxazol-3-yl)methyl)piperidin-4-yl)-N,6-dimethylpicolinamide C(C)NC(NC1=CC(=NO1)CN1CCC(CC1)C=1C=CC(=NC1C)C(=O)NC)=O